[Si].C=CC.C=CC dipropylene silicon